C(C)C1=CC2=C(C=C1O)C1(CCC1)OC1=CC(=C(C=C21)C)O 9-ethyl-2-methylspiro[benzo[c]chromene-6,1'-cyclobutane]-3,8-diol